(6-(naphthalen-2-yl)imidazo[2,1-b]oxazol-5-yl)(4-phenylpiperazin-1-yl)methanone C1=C(C=CC2=CC=CC=C12)C=1N=C2OC=CN2C1C(=O)N1CCN(CC1)C1=CC=CC=C1